ClC=1C(=NC(=NC1)NC=1C=CC2=C(COB2O)C1)N[C@H]1[C@@H](CCC1)C#N (trans)-2-[[5-chloro-2-[(1-hydroxy-3H-2,1-benzoxaborole-5-yl)amino]pyrimidin-4-yl]amino]cyclopentanecarbonitrile